nonendiol C(=CCCCCCCC)(O)O